S(=O)(=O)(C)C(C(C(O)S(=O)(=O)C)(C(O)S(=O)(=O)C)C(O)S(=O)(=O)C)O tetramesyl-pentaerythritol